FC1=CC=C(C=C1)C1=CC(=CC=C1F)NC1=NC=NC2=CC(=C(C=C12)NC(C=C)=O)OCCCN1CCOCC1 N-(4-((4',6-difluoro-[1,1'-biphenyl]-3-yl)amino)-7-(3-morpholinopropoxy)quinazolin-6-yl)acrylamide